C(C)(C)(C)OC(=O)N[C@H](C(=O)O)CC1CCCC1 (S)-2-((tertbutoxycarbonyl)amino)-3-cyclopentylpropanoic acid